C(N)(=N)C1=CC(=CS1)C=1C=C(C=CC1)NC(=O)C1(CCC1)OC1=CC=C(C=C1)Cl N-(3-(5-carbamimidoylthiophen-3-yl)phenyl)-1-(4-chlorophenoxy)cyclobutane-1-carboxamide